C(C1=CC=CC=C1)(C1=CC=CC=C1)(C1=CC=CC=C1)N1N=NN=C1C1=C(C=CC=C1)C1=CC=CC=C1 (1-trityl-tetrazol-5-yl)-biphenyl